3-[cyclopropyl(difluoro)methyl]-N-[1-(3-pyrimidin-2-ylpyrazin-2-yl)ethyl]-5-(trifluoromethyl)benzamide C1(CC1)C(C=1C=C(C(=O)NC(C)C2=NC=CN=C2C2=NC=CC=N2)C=C(C1)C(F)(F)F)(F)F